1-phenyl-2,3-dimethyl-4-methylaminopyrazolin-5-one C1(=CC=CC=C1)N1N(C(=C(C1=O)NC)C)C